N-(ethoxycarbonyl)-N-isobutylalanine ethyl ester C(C)OC([C@@H](N(CC(C)C)C(=O)OCC)C)=O